C(C)(=O)N1CC[C@@H]2N(C([C@H](C1)NC(=O)C1=CC3=C(S1)C=CC(=C3)C(F)(F)P(O)(O)=O)=O)[C@@H](CC2)C(=O)N2C[C@@H](CCC2)C2=CC=CC=C2 ((2-(((5S,8S,10aR)-3-acetyl-6-oxo-8-((S)-3-phenylpiperidine-1-carbonyl)decahydropyrrolo[1,2-a][1,5]diazocin-5-yl)carbamoyl)benzo[b]thiophen-5-yl)difluoromethyl)phosphonic acid